[Si](C1=CC=CC=C1)(C1=CC=CC=C1)(C(C)(C)C)OCC1(CC1)N 1-((tert-butyldiphenylsilyl)oxy)methylcyclopropan-1-amine